FC1=CC=C(CC2(CN(CC2)S(=O)(=O)C=2C=NN(C2)C)C=2C=C3C=NN(C3=CC2C)C2=CC=C(C=C2)F)C=C1 5-(3-(4-fluorobenzyl)-1-((1-methyl-1H-pyrazol-4-yl)sulfonyl)pyrrolidin-3-yl)-1-(4-fluorophenyl)-6-methyl-1H-indazole